(R,E)-N-(1-(3,4-dimethoxyphenyl)ethyl)-3-(5-(3-((trifluoromethyl)sulfonyl)phenyl)-1H-pyrrolo[2,3-b]pyridin-3-yl)acrylamide COC=1C=C(C=CC1OC)[C@@H](C)NC(\C=C\C1=CNC2=NC=C(C=C21)C2=CC(=CC=C2)S(=O)(=O)C(F)(F)F)=O